COC1=CC=C(C=C1)C(=O)N1CCC(CC1)CCCC1=CC=CC=C1 (4-Methoxyphenyl)-[4-(3-phenylpropyl)-1-piperidyl]-methanon